OCC1CCC(CC1)N1N=C2C=C(C(=CC2=C1)NC(=O)[C@@H]1OCCCC1)OC (2R)-N-[2-[4-(hydroxymethyl)cyclohexyl]-6-methoxy-indazol-5-yl]tetrahydropyran-2-carboxamide